C(#N)[C@H]1N(CSC1)C(CNC(=O)C1=CC=NC2=CC=C(C=C12)C1=C(N=C(O1)C)C)=O (R)-N-(2-(4-Cyanothiazolidin-3-yl)-2-oxoethyl)-6-(2,4-dimethyloxazol-5-yl)quinoline-4-carboxamide